(3S)-N-tert-butyl-1-[8-(6-methoxypyridazin-4-yl)-6H-isochromeno[3,4-b]pyridin-3-yl]pyrrolidin-3-amine C(C)(C)(C)N[C@@H]1CN(CC1)C1=CC=C2C(=N1)OCC=1C=C(C=CC12)C1=CN=NC(=C1)OC